p-nitrobenzhydrazide C1=CC(=CC=C1C(=O)NN)[N+](=O)[O-]